CC(O[Si](OCCNC(OCC1C2=CC=CC=C2C=2C=CC=CC12)=O)(C1=CC=CC=C1)C1=CC=CC=C1)(COCC=C)C (9H-fluoren-9-yl)methyl (6,6-dimethyl-4,4-diphenyl-3,5,8-trioxa-4-silaundec-10-en-1-yl)carbamate